1-(3-(tert-butyl)-1-phenyl-1H-pyrazol-5-yl)-3-(4-((4-methyl-3-oxo-3,4-dihydropyrido[2,3-b]pyrazin-8-yl)oxy)-2-(methylthio)phenyl)urea C(C)(C)(C)C1=NN(C(=C1)NC(=O)NC1=C(C=C(C=C1)OC1=CC=NC=2N(C(C=NC21)=O)C)SC)C2=CC=CC=C2